5-bromo-2-benzofuran-1,3-dione BrC1=CC2=C(C(OC2=O)=O)C=C1